C(C)OC(C)(OCC)OP([O-])C.[Na+] sodium (1,1-diethoxyethyl)methylphosphonite